C(C1=CC=CC=C1)(=O)OC(C)C(C(CCC)OC(C1=CC=CC=C1)=O)CC 3-ethyl-2,4-heptanediol dibenzoate